ethyl 5-((2,6-difluoro-3-methoxybenzyl)amino)-8-phenylimidazo[1,5-c]pyrimidine-1-carboxylate FC1=C(CNC2=NC=C(C=3N2C=NC3C(=O)OCC)C3=CC=CC=C3)C(=CC=C1OC)F